6-(trifluoromethyl)-[1,2,4]triazolo[4,3-a]pyridine-3-carboxylic acid ethyl ester C(C)OC(=O)C1=NN=C2N1C=C(C=C2)C(F)(F)F